C(#N)C1=NC2=CC(=CC(=C2N=C1N(C)C1CC(C1)(F)F)[C@@H](C)NC1=C(C(=O)O)C=CC=C1)C (R)-2-((1-(2-cyano-3-((3,3-difluorocyclobutyl)(methyl)amino)-7-methylquinoxalin-5-yl)ethyl)amino)benzoic acid